(R)-3-(4-(4-((1r,4R)-4-(4-(3-amino-6-(2-hydroxyphenyl)pyridazin-4-yl)-3-methyl-1H-pyrazol-1-yl)cyclohexyl)piperazin-1-yl)indolin-1-yl)piperidine-2,6-dione NC=1N=NC(=CC1C=1C(=NN(C1)C1CCC(CC1)N1CCN(CC1)C1=C2CCN(C2=CC=C1)[C@H]1C(NC(CC1)=O)=O)C)C1=C(C=CC=C1)O